platinum(II) {bis[(hydroxybenzylidene)]benzene} OC(C1=CC=CC=C1)=C1C(C=CC=C1)=C(C1=CC=CC=C1)O.[Pt+2]